(S)-4-(11-(3-aminopyrrolidin-1-yl)-7,8,9,10-tetrahydro-6H-cyclohepta[b]quinolin-2-yl)-N-(4-(morpholinesulfonyl)phenyl)pyridin-2-amine hydrochloride Cl.N[C@@H]1CN(CC1)C1=C2C(=NC3=CC=C(C=C13)C1=CC(=NC=C1)NC1=CC=C(C=C1)S(=O)(=O)N1CCOCC1)CCCCC2